N-[(4-bromo-5-methyl-2-thienyl)carbonyl]-N-propylglycine BrC=1C=C(SC1C)C(=O)N(CC(=O)O)CCC